CC(CN1N=NC=C1)(C)C 1-(2,2-dimethylpropyl)triazole